C(C)(C)N1CCN(CC1)C1=CC=C(C=C1)C=1C=C2C(=NC1)C=C(N2C)C2=CC=C(C=C2)S(=O)(=O)C 6-(4-(4-Isopropylpiperazin-1-yl)phenyl)-1-methyl-2-(4-(methylsulfonyl)phenyl)-1H-pyrrolo[3,2-b]pyridine